CC1(CN(CCC1)C(=O)[O-])O 3-methylpiperidin-3-ol-carboxylate